BrC1=CC=C2C(CC3(CCOCC3)OC2=C1)O 7-bromo-2',3',5',6'-tetrahydrospiro[chromane-2,4'-pyran]-4-ol